N-(3,4-difluoro-2-methoxyphenyl)-4-hydroxy-2-oxo-1,2,5,6-tetrahydropyridine-3-carbothioamide FC=1C(=C(C=CC1F)NC(=S)C=1C(NCCC1O)=O)OC